6-(trifluoromethyl)pyrimidine FC(C1=CC=NC=N1)(F)F